Cl.C(C)(=O)C1=CC=C(C[C@H](N)C(=O)O)C=C1 L-para-acetylphenylalanine hydrochloride